3-((2,5,8,11,14,17,20,23,26,29,32,35,38,41,44,47,50,53,56,59,62,65-docosaoxa-heptahexacontan-67-yl)amino)-4-(octadecylamino)cyclobut-3-ene-1,2-dione COCCOCCOCCOCCOCCOCCOCCOCCOCCOCCOCCOCCOCCOCCOCCOCCOCCOCCOCCOCCOCCOCCNC=1C(C(C1NCCCCCCCCCCCCCCCCCC)=O)=O